4-{[2-Carbamoyl-6-(3-chloro-pyridin-4-yl)-imidazo[1,2-a]pyrazin-8-ylamino]-methyl}-piperidine-1-carboxylic acid tert-butyl ester C(C)(C)(C)OC(=O)N1CCC(CC1)CNC=1C=2N(C=C(N1)C1=C(C=NC=C1)Cl)C=C(N2)C(N)=O